C(C1=CC=CC=C1)OC=1C(=CC(=NC1)O)I 5-benzyloxy-4-iodo-pyridin-2-ol